CCCCCCCCCCCCCCCCCC=CC(=O)O Eicosaenoic acid